(6aR)-8-acryloyl-4-chloro-1-(3-(dimethylamino)-2,2-dimethylpyrrolidin-1-yl)-3-(2-fluoro-6-hydroxyphenyl)-6,6a,7,8,9,10-hexahydro-12H-pyrazino[2,1-c]pyrido[3,4-f][1,4]oxazepin-12-one C(C=C)(=O)N1C[C@@H]2COC3=C(C(N2CC1)=O)C(=NC(=C3Cl)C3=C(C=CC=C3O)F)N3C(C(CC3)N(C)C)(C)C